FC1=CC=C2CCC(N(C2=C1)CC1=NC=C(C=C1)C1=NOC(=N1)C(F)(F)F)=O 7-fluoro-1-({5-[5-(trifluoromethyl)-1,2,4-oxadiazol-3-yl]pyridin-2-yl}methyl)-3,4-dihydroquinolin-2(1H)-one